BrC=1N(C(N(C1)CCCNC(OC(C)(C)C)=O)=N)C tert-butyl (3-(4-bromo-2-imino-3-methyl-2,3-dihydro-1H-imidazol-1-yl)propyl)-carbamate